7-(2-(4-(5-fluorobenzofuran-7-yl)piperazin-1-yl)ethyl)-3,4-dihydroquinolin-2(1H)-one FC=1C=C(C2=C(C=CO2)C1)N1CCN(CC1)CCC1=CC=C2CCC(NC2=C1)=O